C(C)N1C=2N=CC(=CC2C=2C=CC(=CC2NC1=O)C#N)C 8-ethyl-4-methyl-9-oxo-6,8,10-triazatricyclo[9.4.0.02,7]pentadeca-1(11),2(7),3,5,12,14-hexaene-13-carbonitrile